pentamethylcyclopentadienyl(1-tert-butyl-6,6-diethyl-1,5,6,7-tetrahydro-s-indacenyl)hafnium CC1=C(C(=C(C1([Hf]C1(C=CC2=CC=3CC(CC3C=C12)(CC)CC)C(C)(C)C)C)C)C)C